methyl (E)-2-[2-(3-phenoxyphenyl)-3-methoxy-phenyl]-3-methoxy-acrylate O(C1=CC=CC=C1)C=1C=C(C=CC1)C1=C(C=CC=C1OC)/C(/C(=O)OC)=C\OC